Br.C(C=C)N1C(=NC2=C1C=CC(=C2)C(=O)N)N 1-allyl-2-amino-1H-benzo[d]imidazole-5-carboxamide, hydrobromide